4-(3-amino-7-fluoro-5H-pyrrolo[2,3-b]pyrazin-5-yl)piperidine-1-carboxylic acid tert-butyl ester C(C)(C)(C)OC(=O)N1CCC(CC1)N1C=C(C=2C1=NC(=CN2)N)F